FC(C(=O)O)(F)F.ClC1=C(C=C(C=C1)C(=O)N1CCC2(CNC2)CC1)N1C(NC(CC1)=O)=O 1-(2-Chloro-5-{2,7-diazaspiro[3.5]nonane-7-carbonyl}phenyl)-1,3-diazinane-2,4-dione trifluoroacetate